FC1=C(C=C(C=C1)C=1OC(=NN1)C=1OC=CC1)NC(C1=C(C=CC(=C1)C)OCCC)=O N-(2-fluoro-5-(5-(furan-2-yl)-1,3,4-oxadiazol-2-yl)phenyl)-5-methyl-2-propoxybenzamide